ClC1=C(CNC(OC(C)(C)C)=O)C=CC(=C1)C=1C=2N(C=CN1)N=CC2 tert-butyl (2-chloro-4-(pyrazolo[1,5-a]pyrazin-4-yl)benzyl)carbamate